(R)-Ethyl 2-((2S,3R)-2-(3-chlorophenyl)-3-(4-chlorophenyl)-5-oxomorpholino)-2-cyclopropylacetate ClC=1C=C(C=CC1)[C@@H]1OCC(N([C@@H]1C1=CC=C(C=C1)Cl)[C@@H](C(=O)OCC)C1CC1)=O